OC1(C(N(C2=CC=CC=C12)CC1=CC=C(C=C1)C)=O)CC(C1=CC=C(C=C1)CCCCC)=O 3-hydroxy-1-(4-methylbenzyl)-3-(2-oxo-2-(4-pentylphenyl)ethyl)indol-2-one